C(C1=CC=CC=C1)(=O)OCOC1=CC=C2C(=CC(OC2=C1)=O)C (4-methyl-2-oxo-chromen-7-yl)oxymethyl 1-benzoate